Methyl (R)-3-(((6-(methyl(p-tolyl)amino)-1,2,3,4-tetrahydroisoquinolin-1-yl) methyl)amino)isonicotinate CN(C=1C=C2CCN[C@H](C2=CC1)CNC1=C(C(=O)OC)C=CN=C1)C1=CC=C(C=C1)C